4-bromo-8-(bromomethyl)-6-methoxyquinoline BrC1=CC=NC2=C(C=C(C=C12)OC)CBr